N-[3-(4-amino-7H-pyrrolo[3,2-d]pyrimidin-2-yl)-2,4-difluorophenyl]-5-chloro-2-methoxypyridine-3-sulfonamide NC=1C2=C(N=C(N1)C=1C(=C(C=CC1F)NS(=O)(=O)C=1C(=NC=C(C1)Cl)OC)F)CC=N2